3-((11-(phenylthio)undecylthio)thio)propan-1-ol C1(=CC=CC=C1)SCCCCCCCCCCCSSCCCO